N[C@H]1CN(CCC1)CC1=CC2=C(N=CN=C2NC2=CC=C(C=C2)C2=CC3=C(N=CN=C3N3CCOCC3)N2)S1 (R)-6-((3-aminopiperidin-1-yl)methyl)-N-(4-(4-morpholinyl-7H-pyrrolo[2,3-d]pyrimidin-6-yl)phenyl)thieno[2,3-d]pyrimidin-4-amine